ethyl 4-iodobenzoate IC1=CC=C(C(=O)OCC)C=C1